(2R,3R,4R,5S,6R)-3,4,5-tris(benzyloxy)-2-[(benzyloxy)methyl]-6-[4-chloro-3-(4-Ethoxyphenoxy)phenyl]oxane C(C1=CC=CC=C1)O[C@@H]1[C@H](O[C@@H]([C@@H]([C@H]1OCC1=CC=CC=C1)OCC1=CC=CC=C1)C1=CC(=C(C=C1)Cl)OC1=CC=C(C=C1)OCC)COCC1=CC=CC=C1